N-formyl-o-fluoroaniline C(=O)NC1=C(C=CC=C1)F